tert-butyl (1R,2R)-1-(2-bromo-5-fluoropyridin-4-yl)-2-(2-fluorophenyl)-2-hydroxyethylcarbamate BrC1=NC=C(C(=C1)[C@H]([C@H](O)C1=C(C=CC=C1)F)NC(OC(C)(C)C)=O)F